Cl.NCC=1C=C(C=CC1)C1=NN(C(C2=CC=CC=C12)=O)CC1=CC=CC=C1 4-(3-(aminomethyl)phenyl)-2-benzylphthalazin-1(2H)-one hydrochloride